2,8-dihydropyrazolo[3,4-B]indole N=1NC=C2C1NC1=CC=CC=C21